C(C)(CC)NC1=CC=C(C=C1)CC1=CC=C(NC(C)CC)C=C1 di-sec-butyl-4,4'-methylenedianiline